4-isobutyl-1-(2-methyl-6-(3-(1-methyl-1H-benzo[d]imidazol-2-yl)azetidin-1-yl)pyrimidin-4-yl)pyrrolidin-2-one C(C(C)C)C1CC(N(C1)C1=NC(=NC(=C1)N1CC(C1)C1=NC2=C(N1C)C=CC=C2)C)=O